C1(C=CC=C1)[Ga] cyclopentadienyl-gallium (I)